CN1N=C(C=C1[C@]1(NC(NC1=O)=O)CNC(OC(C)(C)C)=O)C |r| rac-tert-butyl {[4-(1,3-dimethyl-1H-pyrazol-5-yl)-2,5-dioxoimidazolidin-4-yl]methyl}carbamate